2,2,2-trifluoro-1-(4-(3-isopropyl-2-(2-methylpyridin-4-yl)-1H-indol-5-yl)piperidin-1-yl)ethan-1-one FC(C(=O)N1CCC(CC1)C=1C=C2C(=C(NC2=CC1)C1=CC(=NC=C1)C)C(C)C)(F)F